CC1=CC=CC(=N1)C=1C(=C(C(=C(C1N1C2=CC=CC=C2C=2C=CC=CC12)N1C2=CC=CC=C2C=2C=CC=CC12)C1=CC=NC=C1)N1C2=CC=CC=C2C=2C=CC=CC12)N1C2=CC=CC=C2C=2C=CC=CC12 9,9',9'',9'''-(3-(6-methylpyridin-2-yl)-6-(pyridin-4-yl)benzene-1,2,4,5-tetrayl)tetrakis(9H-carbazole)